methyl 2-(4,4,5,5-tetramethyl-1,3,2-dioxaborolan-2-yl)-[1,1'-biphenyl]-3-carboxylate (methyl 2-(4,4,5,5-tetramethyl-1,3,2-dioxaborolan-2-yl)-[1,1'-biphenyl]-3-carboxylate) CC1=C(C(=C(C=C1)C1=CC=CC=C1)B1OC(C(O1)(C)C)(C)C)C(=O)O.CC1(OB(OC1(C)C)C1=C(C=CC=C1C(=O)OC)C1=CC=CC=C1)C